BrC=1C(=CC(=NC1)C1=CC=CC=C1)\C=C\C1=CC=CC=C1 (E)-5-bromo-2-phenyl-4-styrylpyridine